bicyclo[3.1.0]hexane-6-ylmethyl mesylate S(C)(=O)(=O)OCC1C2CCCC12